O-methacryloyl-L-serinate C(C(=C)C)(=O)OC[C@H](N)C(=O)[O-]